methyl N-methyl-N-(2-oxo-4-(o-tolyl)-2H-pyrano[2,3-b]pyridin-7-yl)alaninate CN([C@@H](C)C(=O)OC)C1=CC=C2C(=N1)OC(C=C2C2=C(C=CC=C2)C)=O